[6-[3-(3,3-difluorocyclobutyl)-1H-1,2,4-triazol-5-yl]-2-azaspiro[3.3]heptan-2-yl]-[6-[[4-(trifluoromethylsulfonimidoyl)phenyl]methyl]-2-azaspiro[3.3]heptan-2-yl]methanone FC1(CC(C1)C1=NNC(=N1)C1CC2(CN(C2)C(=O)N2CC3(C2)CC(C3)CC3=CC=C(C=C3)S(=O)(=N)C(F)(F)F)C1)F